6-(5-(3,4-difluoro-5-(piperazin-1-yl)phenyl)-1H-pyrrolo[2,3-b]pyridin-3-yl)-4-methoxyquinazoline FC=1C=C(C=C(C1F)N1CCNCC1)C=1C=C2C(=NC1)NC=C2C=2C=C1C(=NC=NC1=CC2)OC